tert-butyl 2,7-dimethyl-3-(trifluoromethylsulfonyloxy)-5,7-dihydro-4H-pyrazolo[3,4-c]pyridine-6-carboxylate CN1N=C2C(N(CCC2=C1OS(=O)(=O)C(F)(F)F)C(=O)OC(C)(C)C)C